Diacryl peroxide C(=O)(C=C)OOC(=O)C=C